C(C)(C)[C@H]1[C@@H](C[C@@H](CC1)C)OC1=CC=C(C=C1)C(=C)C=1OC=CC1 2-(1-(4-(((1R,2S,5R)-2-isopropyl-5-methylcyclohexyl)oxy)phenyl)vinyl)furan